7-fluoro-6-((S)-1-hydroxy-2-((3aS,5S,6aR)-3a-hydroxy-5-phenoxyhexahydrocyclopenta[c]pyrrol-2(1H)-yl)ethyl)-1,4-dihydro-2H-benzo[d][1,3]oxazin-2-one FC=1C(=CC2=C(NC(OC2)=O)C1)[C@@H](CN1C[C@@H]2[C@](C1)(C[C@H](C2)OC2=CC=CC=C2)O)O